N'-(2-chloro-5-methyl-4-(methyl(p-tolyl)amino)phenyl)-N-ethyl-N-methylformimidamide ClC1=C(C=C(C(=C1)N(C1=CC=C(C=C1)C)C)C)N=CN(C)CC